Methyl-trimethyl-ammonium trifluoroacetate FC(C(=O)[O-])(F)F.C[N+](C)(C)C